ClC1=NC=CC(=C1F)C1=NN(C2=NC(=CN=C21)C2C1=CC=CC=C1C(C21CCNCC1)NC(OC(C)(C)C)=O)C1OCCCC1 tert-butyl N-{1-[3-(2-chloro-3-fluoropyridin-4-yl)-1-(oxan-2-yl)-1H-pyrazolo[3,4-b]pyrazin-6-yl]-1,3-dihydrospiro[indene-2,4'-piperidin]-3-yl}carbamate